trans-N-[1-[(6S)-6-amino-5,6,7,8-tetrahydroquinolin-2-yl]-4-(2-methoxyethoxy)pyrrolidin-3-yl]carbamic acid tert-butyl ester C(C)(C)(C)OC(N[C@@H]1CN(C[C@H]1OCCOC)C1=NC=2CC[C@@H](CC2C=C1)N)=O